NC=1C(C2=CC=CC(=C2C(C1Cl)=O)O)=O 2-amino-3-chloro-5-hydroxy-1,4-naphthoquinone